(S)-[7-[2,4-difluoro-6-(2-methoxyethoxy)phenyl]-4-(trifluoromethylsulfonyloxy) thieno[3,2-c]pyridin-6-yl]-6,7-dimethyl-6,7-dihydro-4H-pyrazolo[1,5-a]pyrazine-5-carboxylate FC1=C(C(=CC(=C1)F)OCCOC)C=1C2=C(C(=NC1OC(=O)N1CC=3N(C([C@@H]1C)C)N=CC3)OS(=O)(=O)C(F)(F)F)C=CS2